C(CCC=C)N=C=S 4-Penten-1-yl isothiocyanate